C(CCCCCCCC(=O)OCC(CC)CC)(=O)OCC(CC)CC di-(2-ethylbutyl) azelate